(E)-3-(4-methoxy-3-hydroxyphenyl)-3-(3,5-dimethyl-2-hydroxyphenyl)acrylic acid COC1=C(C=C(C=C1)\C(=C/C(=O)O)\C1=C(C(=CC(=C1)C)C)O)O